COC(C1=C(C(=C(C(=C1)CC1=C(C(=NC=C1)N)F)F)F)NC1=C(C=C(C=C1)I)Cl)=O 5-[(2-amino-3-fluoropyridin-4-yl)methyl]-2-(2-chloro-4-iodoanilino)-3,4-difluorobenzoic acid methyl ester